1,2-diformylhydrazine C(=O)NNC=O